C1(CC1)CCCC1=C(C(=CC(=C1)CCCC1CC1)CC(C)OC)O 2,4-bis(3-cyclopropylpropyl)-6-(2-methoxypropyl)phenol